C(C)(=O)C=1NC=CC1 2-acetylpyrrole